ClC1=C(C(=O)O\N=C\C=2C=C(C=CC2)C)C(=CC=C1)SC1=NC(=CC(=N1)OC)OC (E)-3-tolualdehyde O-(2-chloro-6-((4,6-dimethoxypyrimidin-2-yl)thio)benzoyl) oxime